C[C@@H]1N(CCN(C1)C)C1=CC(=C2CN(C(C2=C1)=O)C1=CC(=CC=C1)[C@@](C(C1=NN=CN1C)(F)F)(C)F)C(F)(F)F 6-((S)-2,4-Dimethylpiperazin-1-yl)-2-(3-((R)-1,1,2-trifluoro-1-(4-methyl-4H-1,2,4-triazol-3-yl)propan-2-yl)phenyl)-4-(trifluoromethyl)isoindolin-1-one